tert-butyl (E)-2-((dimethylamino)methyl)but-2-enoate CN(C)C/C(/C(=O)OC(C)(C)C)=C\C